N-((6S,7S)-5-((S)-2-cyclopropyl-2-hydroxyacetyl)-6-((2-fluoro-[1,1'-biphenyl]-3-yl)methyl)-5-azaspiro[2.4]heptan-7-yl)-1,1-difluoromethanesulfonamide C1(CC1)[C@@H](C(=O)N1CC2(CC2)[C@@H]([C@@H]1CC=1C(=C(C=CC1)C1=CC=CC=C1)F)NS(=O)(=O)C(F)F)O